N-(3-(tert-butyl)isoxazol-5-yl)-2-(4-(5-(6-methylpyridin-3-yl)-1H-benzo[d]imidazol-1-yl)phenyl)acetamide C(C)(C)(C)C1=NOC(=C1)NC(CC1=CC=C(C=C1)N1C=NC2=C1C=CC(=C2)C=2C=NC(=CC2)C)=O